C1(=CC=CC=C1)C(=CC1=CC=CC=C1)[N+](=O)[O-] phenyl-nitrostyrene